3,3'-Biphenyldiol C1(=CC(=CC=C1)O)C1=CC(=CC=C1)O